FC1=CC=C(COC2=CC=C(OCCOCCNC3CCCC3)C=C2)C=C1 N-(2-(2-(4-(4-fluorobenzyloxy)phenoxy)ethoxy)ethyl)cyclopentylamine